CN(C(OC1=CC2=C(C(=C(C(O2)=O)CC2=C(C(=CC=C2)NS(NC)(=O)=O)Cl)CBr)C=C1)=O)C 4-(bromomethyl)-3-(2-chloro-3-((N-methylsulfamoyl) amino) benzyl)-2-oxo-2H-benzopyran-7-yl dimethylcarbamate